bis(4-hydroxyphenyl)1,4-diaza-1,3-butadiene OC1=CC=C(C=C1)C(=NC1=CC=C(C=C1)O)C=N